xylylacetic acid C1(=C(C(=CC=C1)C)C)CC(=O)O